7-(((cis)-3-hydroxycyclobutyl)amino)-1-(((R)-tetrahydrofuran-3-yl)amino)-2,6-naphthyridine-3-carbonitrile O[C@H]1C[C@H](C1)NC1=NC=C2C=C(N=C(C2=C1)N[C@H]1COCC1)C#N